CC1=CC(=CC=C1)NC(=O)OC2=CC=CC(=C2)NC(=O)OC 3-methoxycarbonylaminophenyl 3'-methylcarbanilate